BrC1=NC(=CC(=C1OCOC)OC(CO[Si](C)(C)C(C)(C)C)C1CCC1)I 2-bromo-4-(2-((tert-butyldimethylsilyl)oxy)-1-cyclobutylethoxy)-6-iodo-3-(methoxymethoxy)pyridine